BrC=1N=C(SC1)C1=C(C(=O)N)C=CC(=C1)N1CCOCC1 (4-bromothiazol-2-yl)-4-morpholinobenzamide